Vinylxylol CC1=C(C(=CC=C1)C=C)C